O1CCN=CC2=C1C=CC=C2 2,3-dihydrobenzo[f][1,4]oxazepin